[9-[(4,4,5,5,5-Pentafluoropentyl)-sulfinyl]nonyl]estra-1,3,5(10)-triene FC(CCCS(=O)CCCCCCCCCC[C@@]12CCC[C@H]1[C@@H]1CCC=3C=CC=CC3[C@H]1CC2)(C(F)(F)F)F